CCCCCCCCCCCC(=O)OC[C@@H]1[C@H]([C@@H]([C@H]([C@H](O1)O[C@]2([C@H]([C@@H]([C@H](O2)CO)O)O)CO)O)O)O n-Dodecanoylsucrose